(3'-(1-aminocyclopropyl)-2-chloro-2'-methyl-[1,1'-biphenyl]-3-yl)-1,5-dimethyl-4,5,6,7-tetrahydro-1H-imidazo[4,5-c]pyridine-2-carboxamide NC1(CC1)C=1C(=C(C=CC1)C1=C(C(=CC=C1)C1N(CCC2=C1N=C(N2C)C(=O)N)C)Cl)C